2-((tert-butyldimethylsilyl)oxy)-3-(4-(heptyloxy)phenoxy)butyronitrile [Si](C)(C)(C(C)(C)C)OC(C#N)C(C)OC1=CC=C(C=C1)OCCCCCCC